(S)-3-((difluoromethoxy)methyl)-1-(4-(trifluoromethyl)benzyl)piperazine FC(OC[C@@H]1CN(CCN1)CC1=CC=C(C=C1)C(F)(F)F)F